ClC=1C=C2C(=CN1)NN=C2C(C)=O (5-chloro-1H-pyrazolo[3,4-c]pyridin-3-yl)ethan-1-one